4-(2-fluorophenyl)butanoic acid FC1=C(C=CC=C1)CCCC(=O)O